CCCCCCCC(Br)Br dibromooctane